1H-pyrrolo[2,3-b]Pyridine-3-carbaldehyde N1C=C(C=2C1=NC=CC2)C=O